N-[(6-amino-2-pyridyl)sulfonyl]-2-[cyclopentyl(methyl)amino]-6-(6-isopropoxy-3-pyridyl)pyridine-3-carboxamide NC1=CC=CC(=N1)S(=O)(=O)NC(=O)C=1C(=NC(=CC1)C=1C=NC(=CC1)OC(C)C)N(C)C1CCCC1